1-n-propyl-3-methylimidazole chloride salt [Cl-].C(CC)N1CN(C=C1)C